FC=1C=CC2=C(C(=C(O2)C(CC)NC(NC=2C=C(C(=O)N)C=CC2)=O)C)C1 3-(3-(1-(5-fluoro-3-methylbenzofuran-2-yl)propyl)ureido)benzamide